N-[3-Fluoro-4-[[3-[2-[[(3S)-3-piperidyl]amino]pyrimidin-4-yl]-4-pyridyl]oxy]phenyl]benzenesulfonamide FC=1C=C(C=CC1OC1=C(C=NC=C1)C1=NC(=NC=C1)N[C@@H]1CNCCC1)NS(=O)(=O)C1=CC=CC=C1